2-(2,2-difluoroethoxy)3-(1-methyl-1,2,3,6-tetrahydropyridin-4-yl)-6-nitroaniline FC(COC1=C(N)C(=CC=C1C=1CCN(CC1)C)[N+](=O)[O-])F